2-bromo-hexylcarbazole BrC(CC1=CC=CC=2C3=CC=CC=C3NC12)CCCC